N-(azetidin-3-yl)-6-[5-(6-methyl-2-pyridyl)-1H-imidazol-4-yl]quinolin-3-amine N1CC(C1)NC=1C=NC2=CC=C(C=C2C1)C=1N=CNC1C1=NC(=CC=C1)C